C1(CC1)C1=CC(=C(C(=O)NC2=CC(=C(C=C2)F)C(CCN)N)C=C1C(F)(F)F)OC1=C(C=C(C=C1)F)C 4-cyclopropyl-N-(3-(1,3-diaminopropyl)-4-fluorophenyl)-2-(4-fluoro-2-methylphenoxy)-5-(trifluoromethyl)benzamide